BrC1=NN(C(=N1)C1CC1)C 3-bromo-5-cyclopropyl-1-methyl-1H-1,2,4-triazole